C(C1=CC=CC=C1)N1C(CC(C2=CC=CC=C12)=O)(C)C 1-benzyl-2,2-dimethyl-2,3-dihydroquinolin-4(1H)-one